BrC1=NC=C(C=C1N1CCC(CC1)C(=O)OCC)CCCOC ethyl 1-(2-bromo-5-(3-methoxypropyl)-3-pyridyl)piperidine-4-carboxylate